6-(4-(4-(2-(2-aminopyridin-3-yl)-5-(2-chlorophenyl)-3H-imidazo[4,5-b]pyridin-3-yl)benzyl)piperazin-1-yl)pyrimidine-4-carbonitrile NC1=NC=CC=C1C1=NC=2C(=NC(=CC2)C2=C(C=CC=C2)Cl)N1C1=CC=C(CN2CCN(CC2)C2=CC(=NC=N2)C#N)C=C1